1-(4-((6-Amino-9H-purin-9-yl)methyl)-6-(3,4-difluorophenyl)pyridin-3-yl)-3-(pyridin-2-yl)piperidin-3-ol NC1=C2N=CN(C2=NC=N1)CC1=C(C=NC(=C1)C1=CC(=C(C=C1)F)F)N1CC(CCC1)(O)C1=NC=CC=C1